(6-chloro-3-fluoropyridin-2-yl)(cyclobutyl)methanol ClC1=CC=C(C(=N1)C(O)C1CCC1)F